CN(C1=CC=C(C=C1)C(C1=CC=C(C=C1)C(C)(C)C)C1=C(C=CC=C1)O)C (4-dimethylaminophenyl)(2-hydroxyphenyl)(p-tert-butylphenyl)methane